6-cyclopropoxy-3-fluoro-4-(3-methyl-3-(piperidin-1-yl)but-1-yn-1-yl)benzonitrile C1(CC1)OC1=CC(=C(C=C1C#N)F)C#CC(C)(N1CCCCC1)C